1-(7-((S)-1-(4-chlorobenzyl)piperidin-3-yl)-2-methylpyrazolo[1,5-a]pyrimidin-3-yl)-N-(((R)-2,2-dimethyltetrahydro-2H-pyran-4-yl)methyl)methylamine ClC1=CC=C(CN2C[C@H](CCC2)C2=CC=NC=3N2N=C(C3CNC[C@H]3CC(OCC3)(C)C)C)C=C1